ClC=1N=C2N(N=CC(=C2C(C)C)NC(=O)NC=2C=NC(=C(C2)Cl)N2N=CC=N2)C1 N-(2-chloro-8-(propan-2-yl)imidazo[1,2-b]pyridazin-7-yl)-N'-(5-chloro-6-(2H-1,2,3-triazol-2-yl)pyridin-3-yl)urea